CC1=C2COC(C2=CC=C1[C@@H]1CN(CCN1)CC=1C=CC(=NC1)N1N=CC(=C1)C(=O)N)=O (R)-1-(5-((3-(4-methyl-1-oxo-1,3-dihydroisobenzofuran-5-yl)piperazin-1-yl)methyl)pyridin-2-yl)-1H-pyrazole-4-carboxamide